(2S,4r)-1-[(2S)-2-(4-cyclopropyl-triazol-1-yl)-3,3-dimethyl-butyryl]-4-hydroxy-N-(1-tetrahydropyran-4-ylsulfonyl-4-piperidinyl)pyrrolidine-2-carboxamide C1(CC1)C=1N=NN(C1)[C@H](C(=O)N1[C@@H](C[C@H](C1)O)C(=O)NC1CCN(CC1)S(=O)(=O)C1CCOCC1)C(C)(C)C